1-Methylisothiazolinon CS1N=CC(C1)=O